6-cyano-2-(4-(4-(2-methoxyethyl)piperazin-1-yl)pyridin-2-ylamino)imidazo[1,2-a]pyridine C(#N)C=1C=CC=2N(C1)C=C(N2)NC2=NC=CC(=C2)N2CCN(CC2)CCOC